(5-fluoro-3-methylbenzofuran-2-yl)(1-methylcyclopropyl)methylamine FC=1C=CC2=C(C(=C(O2)NCC2(CC2)C)C)C1